tert-butyl-3-((7-bromo-6-chloro-8-cyano-2-(((2R,7aS)-2-fluorotetrahydro-1H-pyrrolizin-7a(5H)-yl)methoxy)quinazolin-4-yl)(methyl)amino)-2-methylpyrrolidine-1-carboxylate C(C)(C)(C)OC(=O)N1C(C(CC1)N(C)C1=NC(=NC2=C(C(=C(C=C12)Cl)Br)C#N)OC[C@]12CCCN2C[C@@H](C1)F)C